zirconium thiourea NC(=S)N.[Zr]